CC=1C=C(C=CC1N1CCN(CC1)C(C(F)(F)F)=O)NC1=NC=C2C(=N1)NNC2=O 6-((3-methyl-4-(4-(2,2,2-trifluoroacetyl)piperazin-1-yl)phenyl)amino)-1,2-dihydro-3H-pyrazolo[3,4-d]pyrimidin-3-one